(3-((4-amino-6-(2-hydroxyethoxy)-1H-pyrazolo[3,4-d]pyrimidin-1-yl)methyl)-5-fluorobenzyl)(methyl)phosphite NC1=C2C(=NC(=N1)OCCO)N(N=C2)CC=2C=C(CP([O-])([O-])([O-])C)C=C(C2)F